di(tert-butyl) peroxydicarbonate C(=O)(OC(C)(C)C)OOC(=O)OC(C)(C)C